5-(2-chloro-5-methylpyrimidin-4-yl)benzothiazole ClC1=NC=C(C(=N1)C=1C=CC2=C(N=CS2)C1)C